BrC=1C=NC(=NC1)NC=1C(=NC(=CC1)N1CCN(CC1)C1CC1)OC 5-bromo-2-((6-(4-cyclopropylpiperazin-1-yl)-2-methoxypyridin-3-yl)amino)pyrimidine